7-(trifluoromethyl)benzo[d]Oxazole-5-carboxylic acid methyl ester COC(=O)C=1C=C(C2=C(N=CO2)C1)C(F)(F)F